FC(C1=NC=CC(=C1)C1=NN=CS1)(F)F 5-(2-(trifluoromethyl)pyridin-4-yl)-1,3,4-thiadiazole